FC1=CC(=C2C=NNC2=C1N1CC(NS1(=O)=O)=O)CNC1=NC=C(C(=C1)OC)C 5-(6-fluoro-4-(((4-methoxy-5-methylpyridin-2-yl)amino)methyl)-1H-indazol-7-yl)-1,2,5-thiadiazolidin-3-one 1,1-dioxide